BrC1=CC=C(C=C1)NC(C1=CC(=CC=C1)C#N)=O N-(4-bromophenyl)-3-cyanobenzamide